OCCOC1(C(=C2C=CC(C=C2C=C1)(C)C)C1=CC=CC2=CC=CC=C12)OCCO 2,2-bis(2-hydroxyethoxy)-6,6-dimethyl-1,1-binaphthyl